N-[(3R)-1-(2-methyl-4-{[(1R)-1-{3-[(trifluoromethyl)sulfanyl]phenyl}ethyl]amino}pyrido[3,4-d]pyrimidin-6-yl)pyrrolidin-3-yl]acetamide CC=1N=C(C2=C(N1)C=NC(=C2)N2C[C@@H](CC2)NC(C)=O)N[C@H](C)C2=CC(=CC=C2)SC(F)(F)F